C(C1=CC=CC=C1)C(C(=O)C1=CC=C(C=C1)N1CCOCC1)(CC)N(C)C 2-benzyl-2-dimethylamino-1-[4-(4-morpholinyl)phenyl]-1-butanone